2-hydroxy-5-methyl-1,2,3-benzotriazole ON1N=C2C(=N1)C=CC(=C2)C